FC1(OC=2C(=CC3=C(N=C(S3)NC([C@H](C)N3C[C@@H](C(CC3)(F)F)C3=CC(=[N+](C=C3)[O-])[C@H](CO)O)=O)C2)O1)F 4-((S)-1-((S)-1-((2,2-difluoro-[1,3]dioxolo[4',5':4,5]benzo[1,2-d]thiazol-6-yl)amino)-1-oxopropan-2-yl)-4,4-difluoropiperidin-3-yl)-2-((R)-1,2-dihydroxyethyl)pyridine 1-oxide